C1N(CCC2=CC=CC=C12)CC(CN1C(C2=CC=C(C=C2CC1)C(=O)O)=O)O 2-(3-(3,4-dihydroisoquinolin-2(1H)-yl)-2-hydroxypropyl)-1-oxo-1,2,3,4-tetrahydroIsoquinoline-6-carboxylic acid